BrC1=CC2=C(N=C(S2)CC(C(C)C)O)C=C1 (6-Bromobenzothiazol-2-yl)-3-methylbutan-2-ol